C(=CC1=CC=CC=C1)S(=O)(=O)O.C(C=C)(=O)OCCO hydroxyethyl acrylate styrenesulfonate